ortho-hydroxyphenyl-sodium OC1=C(C=CC=C1)[Na]